17-Hydroxy-icosanoic acid OC(CCCCCCCCCCCCCCCC(=O)O)CCC